C(C)(C)(C)OC(N[C@H](CN)C)=O ((S)-1-aminopropan-2-yl)carbamic acid tert-butyl ester